C1(CC1)S(=O)(=O)NC=1SC=C(N1)C(C(=O)NC1=C(C=C(C=C1)C=1C=NC=C(C1)OCC)F)(C)C 2-(2-(cyclopropanesulfonamido)thiazol-4-yl)-N-(4-(5-ethoxypyridin-3-yl)-2-fluorophenyl)-2-methylpropanamide